C(C)(C)(C)OC(=O)C=1C=C(C2=C(N(C(=N2)CCl)C[C@H]2OCC2)C1)C methyl-(S)-2-(chloromethyl)-1-(oxetan-2-ylmethyl)-1H-benzo[d]imidazole-6-carboxylic acid tert-butyl ester